N-Benzylmethoxysuccinimide C(C1=CC=CC=C1)CON1C(CCC1=O)=O